ClC=1C=C(C=C(C1)Cl)NC(=O)NC1=CC(=CC(=C1)OC(F)(F)F)F 1-(3,5-dichlorophenyl)-3-(3-fluoro-5-(trifluoromethoxy)phenyl)urea